NC1=NC=CC=2N1C(=NC2C2CCCC2)C2=CC=C(CNC(C1=C(C=CC(=C1)F)OC)=O)C=C2 N-(4-(5-amino-1-cyclopentylimidazo[1,5-c]pyrimidin-3-yl)benzyl)-5-fluoro-2-methoxybenzamide